O=C1N(CCC(N1)=O)C=1C=NC=CC1CNC(=O)C1=CC2=C(O1)C(C1=CC=CC=C1C2=O)=O N-((3-(2,4-dioxotetrahydropyrimidin-1(2H)-yl)pyridin-4-yl)methyl)-4,9-dioxo-4,9-dihydronaphtho[2,3-b]furan-2-carboxamide